4-(2-(2,2-difluoroethyl)-2,8-diazaspiro[4.5]decan-8-yl)-2-(pyridin-4-yl)pyrido[3,4-d]pyrimidine FC(CN1CC2(CC1)CCN(CC2)C=2C1=C(N=C(N2)C2=CC=NC=C2)C=NC=C1)F